(2-((2,3-dihydro-1H-inden-2-yl)amino)pyrimidin-5-yl)methanone C1C(CC2=CC=CC=C12)NC1=NC=C(C=N1)C=O